8-(2,4-Dichlorophenyl)-9-(4-((1-(3,3,3-trifluoropropyl)azetidin-3-yliden)methyl)phenyl)-6,7-dihydro-5H-benzo[7]annulen ClC1=C(C=CC(=C1)Cl)C=1CCCC2=C(C1C1=CC=C(C=C1)C=C1CN(C1)CCC(F)(F)F)C=CC=C2